benzyl 7-(acetylthio)-2-(3-bromophenyl)-2,6,6-trimethylheptanoate C(C)(=O)SCC(CCCC(C(=O)OCC1=CC=CC=C1)(C)C1=CC(=CC=C1)Br)(C)C